C(#N)C=1C=C2C(N(C(=NC2=C(C1)C)[C@@H]1N(CCC1)C(=O)OC(C)(C)C)C1=CC(=C(C=C1)OC)F)=O tert-butyl (R)-2-(6-cyano-3-(3-fluoro-4-methoxyphenyl)-8-methyl-4-oxo-3,4-dihydroquinazolin-2-yl)pyrrolidine-1-carboxylate